CC1=C(C(=O)O)C=CC(=C1)CNC(=O)C=1C=C2C(=NC1)[C@@H](N(C2)CC2=CC=C(C=C2)C(F)(F)F)C(C)C.CC2=C(C(=NC(N2)=O)N(C)C)C tetramethyl-cytosine methyl-(S)-4-((7-isopropyl-6-(4-(trifluoromethyl)benzyl)-6,7-dihydro-5H-pyrrolo[3,4-b]pyridine-3-carboxamido)methyl)benzoate